N,N-dimethyl-2-ethylhexan-1-amine CN(CC(CCCC)CC)C